4,7-dibromo-1,3-dihydro-2H-benzo[d]imidazol-2-one BrC1=CC=C(C=2NC(NC21)=O)Br